C(C)C=1C(=C(C(=CC1C(C)(C)C)C(C)(C)C)P(O)(O)(O)C1=C(C=C(C=C1C(C)(C)C)C(C)(C)C)C(C)(C)C)C(C)(C)C.C(C)(C)(C)C1=C(C(=CC=C1)C)C(C1=C(C=CC=C1C)C(C)(C)C)OP(O)O.P(OC1=C(C=CC=C1C)C(C)(C)C)(OC1=C(C=CC=C1C)C(C)(C)C)OCC bis(2-tert-butyl-6-methyl-phenyl) ethyl phosphite bis(2-tert-butyl-6-methyl-phenyl)methyl-phosphite ethyl-bis(2,4,6-tritert-butylphenyl)phosphite